S(=O)(=O)(O)O.N1(N=NC=C1)C[C@H]1N2C(N([C@H](C=C1C)C2)[Na])=O (2S,5R)-2-((1H-1,2,3-triazol-1-yl)methyl)-3-methyl-7-oxo-1,6-diazabicyclo[3.2.1]oct-3-en-6-yl-sodium sulfate